(4-((2-(1H-pyrazol-4-yl)ethyl)amino)-5,6-dimethylpyrimidin-2-yl)(3-benzyl-3-hydroxyazetidin-1-yl)methanone N1N=CC(=C1)CCNC1=NC(=NC(=C1C)C)C(=O)N1CC(C1)(O)CC1=CC=CC=C1